C1(=CC=CC=C1)C=1OC(=CN1)C1=CC=CC=C1 2,5-Diphenyloxazol